N1C(CC1)COC=1C=CC(=C(C(=O)NC2(CC2)C2=C3C=CC=NC3=CC(=C2)C2=NNC(=C2)C)C1)C 5-(Azetidin-2-ylmethoxy)-2-methyl-N-(1-(7-(5-methyl-1H-pyrazol-3-yl)quinolin-5-yl)cyclopropyl)benzamide